tert-Butyl 4-(5-formyloxazol-2-yl)piperidine-1-carboxylate C(=O)C1=CN=C(O1)C1CCN(CC1)C(=O)OC(C)(C)C